BrC1=CC=C(C(=C1N)OC1=C(C=CC(=C1)F)Cl)F 6-bromo-2-(2-chloro-5-fluorophenoxy)-3-fluoroaniline